(S)-2-((1-(2-(bis(3-cyclopropylphenyl)methylene)hydrazineyl)-1-oxopropan-2-yl)carbamoyl)-4-methoxypyridin-3-yl propionate C(CC)(=O)OC=1C(=NC=CC1OC)C(N[C@H](C(=O)NN=C(C1=CC(=CC=C1)C1CC1)C1=CC(=CC=C1)C1CC1)C)=O